(1'S)-8-(6-((2-amino-3-chloropyridin-4-yl)thio)-1,2,4-triazin-3-yl)-1',3'-dihydro-8-azaspiro[bicyclo[3.2.1]octane-3,2'-inden]-1'-amine NC1=NC=CC(=C1Cl)SC1=CN=C(N=N1)N1C2CC3([C@@H](C4=CC=CC=C4C3)N)CC1CC2